bis-tri-tert-butylphosphine palladium (0) [Pd].C(C)(C)(C)P(C(C)(C)C)C(C)(C)C.C(C)(C)(C)P(C(C)(C)C)C(C)(C)C